C(C)OC(=O)C1C(CN(CCC1)CC1=CC=CC=C1)=O 1-benzyl-3-oxoazepane-4-carboxylic acid ethyl ester